4-(benzenesulfonyl)-2-benzyl-2H,4H-pyrrolo[3,4-b]Indole-7-carboxylic acid C1(=CC=CC=C1)S(=O)(=O)N1C=2C(C=3C=C(C=CC13)C(=O)O)=CN(C2)CC2=CC=CC=C2